[C@H]1(CCC2=CC=CC=C12)N(C(C(=O)NC=1C2=C(C=NC1)C=NN2)=O)CC2=NC=C(C=C2)C(F)(F)F (R)-N1-(2,3-dihydro-1H-inden-1-yl)-N2-(1H-pyrazolo[4,3-c]pyridin-7-yl)-N1-((5-(trifluoromethyl)pyridin-2-yl)methyl)oxalamide